(S)-2-((1-(1-(4-chloro-2-fluorobenzyl)-4-methyl-1H-pyrazole-3-carbonyl)piperidin-4-yl)methylPhenyl)-3-(oxetan-2-ylmethyl)-3H-imidazo[4,5-b]Pyridine-5-carboxylic acid methyl ester COC(=O)C1=CC=C2C(=N1)N(C(=N2)C2=C(C=CC=C2)CC2CCN(CC2)C(=O)C2=NN(C=C2C)CC2=C(C=C(C=C2)Cl)F)C[C@H]2OCC2